2-[4-(1,3-dioxo-2-isoindolinyl)phenyl]Butyric acid O=C1N(C(C2=CC=CC=C12)=O)C1=CC=C(C=C1)C(C(=O)O)CC